CC=1C2=C(N(N1)CC(C)(C)C)SC(=C2)C(=O)NC2CCC(CC2)N2CCOCC2 3-methyl-N-((1r,4r)-4-morpholinocyclohexyl)-1-neopentyl-1H-thieno[2,3-c]pyrazole-5-carboxamide